methyl 2-(4-methoxybenzyl)-7-((methoxycarbonyl)amino)-3-oxo-1-(o-tolyl)isoindoline-5-carboxylate COC1=CC=C(CN2C(C3=C(C=C(C=C3C2=O)C(=O)OC)NC(=O)OC)C2=C(C=CC=C2)C)C=C1